[Cl-].[Cl-].C[SiH](C)[Zr+2](C1(C=CC=C1)CCCC)C1(C=CC=C1)CCCC dimethylsilylbis(n-butylcyclopentadienyl)zirconium dichloride